FC1=C(C(=CC=C1)OC)B1OC(C(O1)(C)C)(C)C 2-(2-fluoro-6-methoxy-phenyl)-4,4,5,5-tetramethyl-1,3,2-dioxaborolane